FC=1C=2N(C=C(C1)C1=CNC=3N=C(N=CC31)NCC3(CC3)C)C=C(N2)C 5-(8-fluoro-2-methylimidazo[1,2-a]pyridin-6-yl)-N-((1-methylcyclopropyl)methyl)-7H-pyrrolo[2,3-d]pyrimidin-2-amine